C(C)NS(=O)(=O)C1=C(C=CC(=C1)CC(=O)NC(C)C)C1=CN=C(S1)N1CCN(CC1)C(=O)OC1COC1 oxetan-3-yl 4-(5-(2-(N-ethylsulfamoyl)-4-(2-(isopropylamino)-2-oxoethyl)phenyl)thiazol-2-yl)piperazine-1-carboxylate